4-(4'-bromo[1,1'-biphenyl]-3-yl)dibenzothiophene BrC1=CC=C(C=C1)C1=CC(=CC=C1)C1=CC=CC2=C1SC1=C2C=CC=C1